ClC1=C(C=C(C(=N1)OCC(F)(F)F)N)[N+](=O)[O-] 6-chloro-5-nitro-3-amino-2-(2,2,2-trifluoroethoxy)pyridine